CC(C)(OC(N(CCCN(CCCN(C(CNC1=CC=C(C=C1)C(C(=O)O)C1=CC=CC=C1)=O)C)C)C)=O)C 2-(4-((2,2,5,9,13-pentamethyl-4,14-dioxo-3-oxa-5,9,13-triazapentadecan-15-yl)amino)phenyl)-2-phenylacetic acid